3-(pyrimidin-2-yl)-4-((4-(trifluoromethyl)phenyl)amino)benzoic acid N1=C(N=CC=C1)C=1C=C(C(=O)O)C=CC1NC1=CC=C(C=C1)C(F)(F)F